C(C1CO1)OCCC[Si](OC)(OC)C Glycidoxypropyl-methyldimeth-oxysilan